C(C)(C)(C)OC(=O)N1[C@@H](CC(=CC1)C1=C(C=C2C(=NN(C2=C1)C)N1C(NC(CC1)=O)=O)F)C (R)-4-(3-(2,4-dioxotetrahydropyrimidin-1(2H)-yl)-5-fluoro-1-methyl-1H-indazol-6-yl)-2-methyl-3,6-dihydropyridine-1(2H)-carboxylic acid tert-butyl ester